BrC1=CC=CC=2CN(COC21)C(=O)C2=C(C=C(C=C2Cl)N2[C@@H](CN(CC2)C)C)Cl (8-Bromo-2,4-dihydro-1,3-benzoxazin-3-yl)-[2,6-dichloro-4-[(2R)-2,4-dimethylpiperazin-1-yl]phenyl]methanone